(2R)-2-hydroxyhex-5-enoic acid methyl ester COC([C@@H](CCC=C)O)=O